1-(4-methoxyphenyl)ethan-1-one COC1=CC=C(C=C1)C(C)=O